OC(CNC(=O)C=1C=2C[C@@H]3[C@H](C2N(N1)C1=C(C=C(C=C1)F)F)C3)C3=CC=NC=C3 (1aR,5aR)-2-(2,4-Difluoro-phenyl)-1a,2,5,5a-tetrahydro-1H-2,3-diaza-cyclopropa[a]pentalene-4-carboxylic acid (2-hydroxy-2-pyridin-4-yl-ethyl)-amide